C(C#C)N(C1=CC=C(C(N[C@@H](CCC(=O)O)C(=O)O)=O)C=C1)CC1=CN(C=2N=C(N)NC(=O)C2N1N=[N+]=[N-])N=[N+]=[N-] 10-propargyl-5,8-diazidofolic acid